1-(1-(2-aminothiazol-5-yl)-2-methoxyethyl)-5,5-difluorotetrahydropyrimidin-2(1H)-one hydrochloride Cl.NC=1SC(=CN1)C(COC)N1C(NCC(C1)(F)F)=O